1-(heptadecan-9-yl) 17-(heptan-2-yl) 9-oxoheptadecanedioate O=C(CCCCCCCC(=O)OC(CCCCCCCC)CCCCCCCC)CCCCCCCC(=O)OC(C)CCCCC